N-octadecyl-N,N-dimethyl-trimethoxysilylpropylammonium chloride [Cl-].C(CCCCCCCCCCCCCCCCC)[N+](C)(C)CCC[Si](OC)(OC)OC